3,6-dichloro-p-hydroxybenzoic acid ClC=1C=C(C(=O)O)C(=CC1O)Cl